N-hydroxy-6-(5-(4-methoxyphenyl)-7,8-dihydro-[1,3]dioxolo[4,5-g]isoquinolin-6(5H)-yl)-6-oxohexanamide ONC(CCCCC(=O)N1C(C=2C=C3C(=CC2CC1)OCO3)C3=CC=C(C=C3)OC)=O